NC=1C=2N(C3=CC(=CC=C3N1)C(=O)N([C@@H]1CO[C@@H](C3=CC(=CC=C13)C(F)(F)F)C)C)C=NC2 4-amino-N-methyl-N-((1R,4S)-1-methyl-7-(trifluoromethyl)isochroman-4-yl)imidazo[1,5-a]quinoxaline-8-carboxamide